BrC1=C(CN(S(=O)(=O)C2=CC=C(C=C2)C)C2=CC(=CC(=C2)OC)OC)C=CC=C1 N-(2-bromobenzyl)-4-methyl-N-(3,5-dimethoxyphenyl)benzenesulfonamide